C1(CCCCC1)C1CCCNC1 cis-5-cyclohexylpiperidine